6-phenyl-4-methoxy-6H-indeno[1,2-c]isoquinoline C1(=CC=CC=C1)N1C=C2C(=CC=CC2=C2C1=C1C=CC=CC1=C2)OC